ClC1=C(C=CC(=C1)Cl)CC(=O)NC1=CC=C(C=C1)N1C2=C(NCC=C1)C1=CC=CC=C1C=C2 5-[4-[2-(2,4-dichlorophenyl)acetylamino]phenyl]-1H-naphtho[1,2-b][1,4]diazepine